trans-tert-butyl (3-(5-amino-4-cyano-3-(4-((5-fluoro-2-methoxybenzamido)methyl) phenyl)-1H-pyrazol-1-yl)cyclohexyl)(methyl)carbamate NC1=C(C(=NN1[C@@H]1C[C@H](CCC1)N(C(OC(C)(C)C)=O)C)C1=CC=C(C=C1)CNC(C1=C(C=CC(=C1)F)OC)=O)C#N